2,2-dichloro-3-(3,4-dichlorophenyl)cyclopropane-1-carboxamide ClC1(C(C1C1=CC(=C(C=C1)Cl)Cl)C(=O)N)Cl